C(CCC)(=O)NC1=CC=C(C(=O)NCCN(CC)CC)C=C1 4-(Butyrylamino)-N-[2-(diethylamino)ethyl]benzamide